1-benzyl (2S)-4-[2-chloro-6-[(3-methoxy-1-naphthyl)carbamoyl]pyrimidin-4-yl]-2-(cyanomethyl)piperazine-1-carboxylate ClC1=NC(=CC(=N1)N1C[C@@H](N(CC1)C(=O)OCC1=CC=CC=C1)CC#N)C(NC1=CC(=CC2=CC=CC=C12)OC)=O